1-(4-bromophenyl)-3-cyclopentyl-7-methoxy-1H-pyrazolo[3,4-c]pyridine BrC1=CC=C(C=C1)N1N=C(C=2C1=C(N=CC2)OC)C2CCCC2